BrC=1C=C2C(=NC1)C(NS2(=O)CC)=N (1R)-6-bromo-1-ethyl-1-oxo-isothiazolo[4,5-b]pyridin-3-imine